3-(Trimethoxysilyl)propyl-N,N,N-trimethylammonium-15N chloride [Cl-].CO[Si](CCC[15N+](C)(C)C)(OC)OC